C(C)(=O)C=1C=C(C=CC1NC1=CC(=CC=C1)C(F)(F)F)S(=O)(=O)NC 3-acetyl-N-methyl-4-[3-(trifluoromethyl)anilino]benzenesulfonamide